C(C)(=O)N1S(C2=C(C=C(C=C2)C)C12C(N(C(C2)=O)CC)=O)(=O)=O 2-acetyl-5-methyl-1'-ethyl-2H-spiro[benzo[d]isothiazole-3,3'-pyrrolidine]-2',5'-dione 1,1-dioxide